2-phenyl-4-Methylimidazole C1(=CC=CC=C1)C=1NC=C(N1)C